4-(trans-2-aminocyclopropyl)-N-(4,4-difluorocyclohexyl)thiophene-2-carboxamide Hydrochloride Cl.N[C@H]1[C@@H](C1)C=1C=C(SC1)C(=O)NC1CCC(CC1)(F)F